3-(tert-butoxycarbonyl)-6-isopropyl-9-(3-methoxypropoxy)-2-oxo-6,7-dihydro-2H-pyrido[2,1-a]isoquinoline-10-carboxylic acid C(C)(C)(C)OC(=O)C=1C(C=C2N(C(CC3=CC(=C(C=C23)C(=O)O)OCCCOC)C(C)C)C1)=O